FC1=CC(=CC2=CC3=CC=CC=C3C=C12)F 1,3-difluoroanthracene